Cl.Cl.C1(=CC=CC=C1)C1(COC2=C(O1)C=CC=C2)C(=O)N phenyl-2,3-dihydro-1,4-benzodioxin-2-carboxamide dihydrochloride